N-(trimethylsilyl)dichloroacetamide C[Si](NC(C(Cl)Cl)=O)(C)C